(1R,2S)-2-(tert-butoxycarbonylamino)cyclopropanecarboxylic acid C(C)(C)(C)OC(=O)N[C@@H]1[C@@H](C1)C(=O)O